caproyl-L-valine C(CCCCC)(=O)N[C@@H](C(C)C)C(=O)O